N[C@H](C(=O)N1[C@@H](C[C@H](C1)O)C(=O)NCC1=CC=C(C=C1)C1=C(N=CS1)C)C(C)(C)C (2S,4R)-1-[(2S)-2-amino-3,3-Dimethylbutyryl]-4-hydroxy-N-[[4-(4-methyl-1,3-thiazol-5-yl)phenyl]methyl]pyrrolidine-2-carboxamide